C(C)(C)N1C(=NC2=C1C=C(C=C2)B2OC(C(O2)(C)C)(C)C)C 1-isopropyl-2-methyl-6-(4,4,5,5-tetramethyl-1,3,2-dioxaborol-2-yl)-1H-benzo[d]imidazole